trans-5-benzyl-3a-hydroxyoctahydro-1H-pyrrolo[3,4-c]pyridin-1-one C(C1=CC=CC=C1)N1C[C@]2([C@H](CC1)C(NC2)=O)O